1,1'-(5-methoxy-1,3-phenylene)bis(3-methyl-1H-imidazol-3-ium) diiodide [I-].[I-].COC=1C=C(C=C(C1)N1C=[N+](C=C1)C)N1C=[N+](C=C1)C